ClC1=C(C=C(C=C1C)O)C1=C2C(=NC(=C1C)N1CC3(CN(C3)C(C=C)=O)CC1)CC(OC2)(C)C 1-(6-(4-(2-chloro-5-hydroxy-3-methylphenyl)-3,7,7-trimethyl-7,8-dihydro-5H-pyrano[4,3-b]pyridin-2-yl)-2,6-diazaspiro[3.4]octan-2-yl)prop-2-en-1-one